n-Nonyl-triethoxysilan C(CCCCCCCC)[Si](OCC)(OCC)OCC